ClC1=CNC=2C3=C(C=CC12)C=C(N3CC3CC3)C3=NC1=C(N3C)C(=CC(=C1)C(=O)O)F 2-[6-chloro-1-(cyclopropylmethyl)-8H-pyrrolo[3,2-g]indol-2-yl]-7-fluoro-1-methyl-benzimidazole-5-carboxylic acid